(4-morpholinophenyl)-2-(4-hydroxyphenyl)-5,7-dimethoxy-4H-chromen-4-one O1CCN(CC1)C1=CC=C(C=C1)C1=C(OC2=CC(=CC(=C2C1=O)OC)OC)C1=CC=C(C=C1)O